1-(3,3-Difluoropropyl)-6-(4,4,5,5-tetramethyl-1,3,2-dioxaborolan-2-yl)-1H-benzo[d][1,2,3]triazole FC(CCN1N=NC2=C1C=C(C=C2)B2OC(C(O2)(C)C)(C)C)F